1,1,3,3-tetra-methyldisiloxane C[SiH](O[SiH](C)C)C